(2R,3R,4S,5R,6S)-2-(acetoxymethyl)-6-((3-((tert-butoxycarbonyl)(methyl)amino)propyl)thio)tetrahydro-2H-pyran-3,4,5-triyl triacetate C(C)(=O)O[C@@H]1[C@H](O[C@H]([C@@H]([C@H]1OC(C)=O)OC(C)=O)SCCCN(C)C(=O)OC(C)(C)C)COC(C)=O